BrC=1C=C(C2=C(N(N=N2)C2OCCCC2)C1)OCCOCCCCNC(OC(C)(C)C)=O tert-butyl (4-(2-((6-bromo-1-(tetrahydro-2H-pyran-2-yl)-1H-benzo[d][1,2,3]triazol-4-yl)oxy)ethoxy)butyl)carbamate